3-[7-[2-cyano-3-[[ethyl(methyl)sulfamoyl]amino]-6-fluoro-phenoxy]quinoxalin-2-yl]-8-[4-[4-[(2,6-dioxo-3-piperidyl)amino]-2-fluoro-phenyl]cyclohexyl]-1-oxa-8-azaspiro[4.5]decane C(#N)C1=C(OC2=CC=C3N=CC(=NC3=C2)C2COC3(C2)CCN(CC3)C3CCC(CC3)C3=C(C=C(C=C3)NC3C(NC(CC3)=O)=O)F)C(=CC=C1NS(N(C)CC)(=O)=O)F